ClC1=C(CNS(=O)(=O)C2=CC=C(C=C2)NC(=O)C2C(C2)C2=CC=NC=C2)C=CC(=C1)Cl N-(4-(N-(2,4-dichlorobenzyl)sulfamoyl)phenyl)-2-(pyridin-4-yl)cyclopropane-1-carboxamide